[I-].BrC=1C=C(C[NH3+])C=CC1 3-bromobenzyl-ammonium iodide